(trans)-(3-(4-bromophenyl)allyl)(methyl)sulfur BrC1=CC=C(C=C1)/C=C/CSC